5-[4-[(R)-amino(4,5-dichloro-2-hydroxyphenyl)methyl]piperidine-1-carbonyl]-1,3-dihydropyrimidine-2,4-dione N[C@H](C1CCN(CC1)C(=O)C=1C(NC(NC1)=O)=O)C1=C(C=C(C(=C1)Cl)Cl)O